FC(C1=CC=C(C=C1)C1CC=NN1)(F)F 5-(4-(trifluoromethyl)phenyl)-4,5-dihydro-1H-pyrazole